3-methoxy-2-methylpropanamine COCC(CN)C